(R)-4-(((3-((2-((3S,4R)-3-fluoro-4-(2-hydroxyethoxy)-4-methylpiperidin-1-yl)pyrimidin-4-yl)amino)-5-isopropylisoquinolin-8-yl)oxy)methyl)-3-methyloxazolidin-2-one F[C@H]1CN(CC[C@@]1(C)OCCO)C1=NC=CC(=N1)NC=1N=CC2=C(C=CC(=C2C1)C(C)C)OC[C@H]1N(C(OC1)=O)C